C[N+](CCCC)(C)C Trimethylbutylammonium